1-{2-fluoro-4-[4-({[2-fluoro-5-(trifluoromethoxy)phenyl]methyl}carbamoyl)-1H-1,2,3-triazol-1-yl]butyl}-N-[(3-fluoropyridin-2-yl)methyl]-1H-1,2,3-triazole-4-carboxamide FC(CN1N=NC(=C1)C(=O)NCC1=NC=CC=C1F)CCN1N=NC(=C1)C(NCC1=C(C=CC(=C1)OC(F)(F)F)F)=O